COC1=C(C=CC=C1)C=1C=CC=2N(C1)N=CC2N2CCN(CC2)C(=O)OC(C)(C)C tert-butyl 4-(6-(2-methoxyphenyl)pyrazolo[1,5-a]pyridin-3-yl)piperazine-1-carboxylate